C(C1=CC=CC=C1)OC=1C(=NC=NC1C)C(=O)N1CCN(CC1)C1=C(N(C=2N(C1=O)N=C(N2)C=2CCOCC2)CC(=O)O)CC 2-(6-(4-(5-(benzyloxy)-6-methylpyrimidine-4-carbonyl)piperazin-1-yl)-2-(3,6-dihydro-2H-pyran-4-yl)-5-ethyl-7-oxo-[1,2,4]triazolo[1,5-a]pyrimidin-4(7H)-yl)acetic acid